4-(2-(2-benzyl-3,3-difluoroazepan-1-yl)-6-((4-methoxybenzyl)oxy)pyridin-4-yl)morpholine C(C1=CC=CC=C1)C1N(CCCCC1(F)F)C1=NC(=CC(=C1)N1CCOCC1)OCC1=CC=C(C=C1)OC